O1C(C=CC2=CC3=C(C=C12)OCCC3)=O 7,8-dihydro-2H,6H-pyrano[3,2-g]chromen-2-one